(S)-2-((R)-2-((S)-2-((S)-2-amino-3-(1-benzhydryl-1H-imidazol-4-yl)propanamido)-6-Octanoylaminohexanamido)-3-(p-tolyl)propanamido)-3-(4-hydroxy-2,6-dimethylphenyl)propanoic acid N[C@H](C(=O)N[C@H](C(=O)N[C@@H](C(=O)N[C@H](C(=O)O)CC1=C(C=C(C=C1C)O)C)CC1=CC=C(C=C1)C)CCCCNC(CCCCCCC)=O)CC=1N=CN(C1)C(C1=CC=CC=C1)C1=CC=CC=C1